ethyl (S)-3-amino-3-(4'-cyclopropyl-4-fluoro-2'-hydroxy-6'-methyl-5-(trifluoromethyl)-[1,1'-biphenyl]-3-yl)propanoate hydrochloride Cl.N[C@@H](CC(=O)OCC)C=1C=C(C=C(C1F)C(F)(F)F)C1=C(C=C(C=C1C)C1CC1)O